(2R,3S,4S,5R)-3-(3,4-difluoro-2-methoxyphenyl)-N-(4-fluoro-3-hydroxyphenyl)-4,5-dimethyl-5-(trifluoromethyl)tetrahydrofuran-2-carboxamide FC=1C(=C(C=CC1F)[C@H]1[C@@H](O[C@]([C@H]1C)(C(F)(F)F)C)C(=O)NC1=CC(=C(C=C1)F)O)OC